C(CC)OCCOCCOCCOCCC triethylene glycol din-propyl ether